CC1=CC(=NN1C1=CC=C(C=C1)OC(F)(F)F)OC1CCC2(CCN(CC2)C2CCOCC2)CC1 9-[5-methyl-1-[4-(trifluoromethoxy)phenyl]pyrazol-3-yl]oxy-3-tetrahydropyran-4-yl-3-azaspiro[5.5]undecane